ClC1=C(C#N)C=C(C=C1)N1N=NN=C1CN(CC1CC1)C1CCCCC1 2-chloro-5-(5-((cyclohexyl-(cyclopropylmethyl)amino)methyl)-1H-tetrazol-1-yl)benzonitrile